ergolinethanesulfonate C1(CN[C@@H]2CC3=CNC4=CC=CC([C@H]2C1)=C34)CCS(=O)(=O)[O-]